(S)-2-(4-chlorophenyl)-3-(3,3-dimethylcyclohexylamino)-1-(4-((5R,7R)-7-hydroxy-5-methyl-6,7-dihydro-5H-cyclopenta[d]pyrimidin-4-yl)piperazin-1-yl)propan-1-one ClC1=CC=C(C=C1)[C@H](C(=O)N1CCN(CC1)C=1C2=C(N=CN1)[C@@H](C[C@H]2C)O)CNC2CC(CCC2)(C)C